Br.C1(CC1)C=1SC=C(N1)[C@H](CC1=CC=C(C=C1)[N+](=O)[O-])N (S)-1-(2-cyclopropylthiazol-4-yl)-2-(4-nitrophenyl)ethylamine hydrobromide